[N+](=O)([O-])C1=CNC2=C1N=CN=C2NCC2=CC=C(C=C2)B(O)O 4-[([7-nitro-5H-pyrrolo[3,2-d]pyrimidin-4-yl]amino)methyl]-phenylboronic acid